Morpholine-4-carboxylic acid 7-[4-(4-benzo[b]thiophen-4-ylpiperazin-1-yl)butoxy]-4,4-dimethyl-2-oxo-3,4-dihydro-2H-quinolin-1-ylmethyl ester S1C2=C(C=C1)C(=CC=C2)N2CCN(CC2)CCCCOC2=CC=C1C(CC(N(C1=C2)COC(=O)N2CCOCC2)=O)(C)C